BrC=1C=CC(=NC1C)C(C(=O)OCC)N=C(C1=CC=CC=C1)C1=CC=CC=C1 ethyl 2-(5-bromo-6-methylpyridin-2-yl)-2-[(diphenylmethylidene)amino]acetate